N=1COCOC1 3,5-dioxazine